2-(4-oxoquinazolin-3(4H)-yl)ethyl (N-((1-((3-((2,3-dihydro-1H-inden-2-yl)carbamoyl)pyrazin-2-yl)carbamoyl)piperidin-4-yl)methyl)sulfamoyl)carbamate C1C(CC2=CC=CC=C12)NC(=O)C=1C(=NC=CN1)NC(=O)N1CCC(CC1)CNS(=O)(=O)NC(OCCN1C=NC2=CC=CC=C2C1=O)=O